(S)-2-((S)-3-(5-cyano-6-oxo-1,6-dihydropyridin-3-yl)-4,4-difluoropiperidin-1-yl)-N-(5-(4-fluorophenoxy)pyridin-2-yl)propanamide C(#N)C1=CC(=CNC1=O)[C@H]1CN(CCC1(F)F)[C@H](C(=O)NC1=NC=C(C=C1)OC1=CC=C(C=C1)F)C